6-methylene-1,4-oxazepan-4-carboxylic acid tert-butyl ester C(C)(C)(C)OC(=O)N1CCOCC(C1)=C